5-methyl-N-(3-methyl-quinolin-8-yl)-pyridine-2-sulfonamide CC=1C=CC(=NC1)S(=O)(=O)NC=1C=CC=C2C=C(C=NC12)C